N-(4-methyl-1,3-thiazol-2-yl)azetidine-3-carboxamide hydrochloride Cl.CC=1N=C(SC1)NC(=O)C1CNC1